S1C(=CC=C1)[C@]12OC[C@H](N(C1)C(=O)OC(C)(C)C)C2 tert-butyl (1R,4R)-1-(thiophen-2-yl)-2-oxa-5-azabicyclo[2.2.1]heptane-5-carboxylate